tert-butyl-4-{5-cyclopropyl-7H-pyrrolo[2,3-d]pyrimidin-4-yl}piperazine-1-carboxylate C(C)(C)(C)OC(=O)N1CCN(CC1)C=1C2=C(N=CN1)NC=C2C2CC2